FS(=O)(=O)[N-]S(=O)(=O)F.[K+] potassium bis(fluorosulfonyl)amide